FC(C(=O)N[C@@H]1[C@H](CNCC1)F)(COC1=NC=CC=C1C)F 2,2-difluoro-N-((3S,4S)-3-fluoropiperidin-4-yl)-3-((3-methylpyridin-2-yl)oxy)propanamide